16-chloro-5-fluoro-15-methyl-8-oxa-1,13,19-triazatetracyclo[11.6.1.02,7.017,20]icosa-2(7),3,5,15,17(20),18-hexaen-14-one ClC1=C(C(N2CCCCOC=3C=C(C=CC3N3N=CC1=C32)F)=O)C